COC=1C=C2C(=CC=NC2=CC1OC)N1CCC(CC1)C(C#N)C 2-(1-(6,7-dimethoxyquinolin-4-yl)piperidin-4-yl)propanenitrile